N-[5-[1-(3,3-dimethylbutanoyl)-3,6-dihydro-2H-pyridin-4-yl]-4-fluoro-2-[rac-(3R,5S)-3,4,5-trimethylpiperazin-1-yl]phenyl]-6-oxo-4-(trifluoromethyl)-1H-pyridine-3-carboxamide CC(CC(=O)N1CCC(=CC1)C=1C(=CC(=C(C1)NC(=O)C1=CNC(C=C1C(F)(F)F)=O)N1C[C@H](N([C@H](C1)C)C)C)F)(C)C |r|